4-(Anthracene-9-ylmethyl)-2-fluoro-1-methylpyridin-1-ium iodide [I-].C1=CC=CC2=CC3=CC=CC=C3C(=C12)CC1=CC(=[N+](C=C1)C)F